CNCC1CN(C2=CC=CC=C12)C=1C2=C(N=CN1)SC(=N2)C(=O)NC2CCOCC2 7-[3-(methylaminomethyl)indolin-1-yl]-N-tetrahydropyran-4-yl-thiazolo[5,4-d]pyrimidine-2-carboxamide